6-(5-amino-6-chloro-4-fluoropyridin-2-yl)-N2,N4-bis((R)-1,1,1-trifluoroprop-2-yl)-1,3,5-triazine-2,4-diamine NC=1C(=CC(=NC1Cl)C1=NC(=NC(=N1)N[C@@H](C(F)(F)F)C)N[C@@H](C(F)(F)F)C)F